4-(3-(5-(cyclopropylsulfonyl)-1,4,5,6-tetrahydropyrrolo[3,4-d]imidazol-2-yl)-1H-indazol-6-yl)-5-ethyl-2-fluorophenol C1(CC1)S(=O)(=O)N1CC=2NC(=NC2C1)C1=NNC2=CC(=CC=C12)C1=CC(=C(C=C1CC)O)F